tris(3,5-dimethylphenyl)phosphonium methyl-6-[5-(2-bromo-4-formyl-5-nitro-phenoxy)pentoxy]pyridine-2-carboxylate COC(=O)C1=NC(=CC=C1)OCCCCCOC1=C(C=C(C(=C1)[N+](=O)[O-])C=O)Br.CC=1C=C(C=C(C1)C)[PH+](C1=CC(=CC(=C1)C)C)C1=CC(=CC(=C1)C)C